C(#N)C1=CC(=C(C(=C1)C)C1=C(C(=C(C(=C1)C)F)[C@H](CC(=O)OCC)NC([C@H](CC(C)C)N1C(C(=NC(=C1)\C=C\OCC)C)=O)=O)F)C ethyl (S)-3-(4'-cyano-2,4-difluoro-2',5,6'-trimethyl-[1,1'-biphenyl]-3-yl)-3-((S)-2-(5-((E)-2-ethoxyvinyl)-3-methyl-2-oxopyrazin-1(2H)-yl)-4-methylpentanamido)-propionate